t-octylphenyl-alpha-naphthylamine C(C)(C)(CC(C)(C)C)N(C1=CC=CC2=CC=CC=C12)C1=CC=CC=C1